6-Iodo-[1,2,4]triazolo[5,1-a]isoquinoline IC1=CN2C(C3=CC=CC=C13)=NC=N2